2-((4-(6-(6-cyano-1,2,3,4-tetrahydronaphthalen-2-yl)-2,6-diazaspiro[3.4]octan-2-yl)pyrimidin-5-yl)oxy)-5-fluoro-N,N-diisopropylbenzamide C(#N)C=1C=C2CCC(CC2=CC1)N1CC2(CN(C2)C2=NC=NC=C2OC2=C(C(=O)N(C(C)C)C(C)C)C=C(C=C2)F)CC1